ClC1=C(C=CC(=C1)Cl)C1=C(C2=C(CCC1)C=C(C=C2)O)C=2C=NC(=NC2)O[C@@H]2CN(CC2)CCCF 6-(2,4-dichlorophenyl)-5-[2-[(3S)-1-(3-fluoropropyl)pyrrolidin-3-yl]oxypyrimidin-5-yl]-8,9-dihydro-7H-benzo[7]annulen-2-ol